BrC1=CC=C(C=C1)C(C#N)CC1=CC=CC=C1 2-(4-bromophenyl)-3-phenylpropanenitrile